6-(4-amino-2,6-dichlorophenoxy)-2-(pyridazin-3-ylmethyl)-3,4-dihydroisoquinolin-1(2H)-one NC1=CC(=C(OC=2C=C3CCN(C(C3=CC2)=O)CC=2N=NC=CC2)C(=C1)Cl)Cl